[3-([1,3-Benzoxazol-2-yl[3-(4-methoxyphenoxy)propyl]amino]methyl)phenoxy]butanoic acid O1C(=NC2=C1C=CC=C2)N(CCCOC2=CC=C(C=C2)OC)CC=2C=C(OC(C(=O)O)CC)C=CC2